C(#N)C=1C=NN2C1C(=CC(=C2)OCC=2N=CN(C2)C)C=2C=CC(=NC2)N2CCC(CC2)(C)NC(OC(C)C)=O Isopropyl (1-(5-(3-cyano-6-((1-methyl-1H-imidazol-4-yl)methoxy)pyrazolo[1,5-a]pyridin-4-yl)pyridin-2-yl)-4-methylpiperidin-4-yl)carbamate